3-((1-(2-(fluoromethoxy)pyridin-3-yl)-5-methyl-4-nitro-1H-pyrazol-3-yl)oxy)propan-1-ol FCOC1=NC=CC=C1N1N=C(C(=C1C)[N+](=O)[O-])OCCCO